COC(C)(C)C=1C=CC2=CN(N=C2C1)C1CCC(CC1)N1CCNCC1 6-(2-methoxypropan-2-yl)-2-((1r,4r)-4-(piperazin-1-yl)cyclohexyl)-2H-indazol